2-(4-Bromo-1-cyclopropyl-1H-pyrazol-5-yl)-4-chloro-6-cyclopropyloxy-3-fluorobenzonitrile BrC=1C=NN(C1C1=C(C#N)C(=CC(=C1F)Cl)OC1CC1)C1CC1